NC1=C2N=CN(C2=NC=N1)CC(=O)N1[C@@H](C[C@H](C1)F)C(=O)NCC1=C(C(=CC=C1)Cl)F (2S,4R)-1-(2-(6-amino-9H-purin-9-yl)acetyl)-N-(3-chloro-2-fluorophenylmethyl)-4-fluoropyrrolidine-2-carboxamide